4-chloro-10-{2,6-difluoro-4-[(2-{[(2S)-2-hydroxypropyl]amino}ethyl)amino]phenyl}-8-ethyl-9-oxo-6,8,10-triazatricyclo[9.4.0.02,7]pentadeca-1(11),2(7),3,5,12,14-hexaene-13-carbonitrile ClC1=CC=2C=3C=CC(=CC3N(C(N(C2N=C1)CC)=O)C1=C(C=C(C=C1F)NCCNC[C@H](C)O)F)C#N